(2S,4R)-5,5-dihydroxy-9-(1-{[(2R)-morpholin-2-yl]acetyl}azetidin-3-yl)oxy-5-boranuidatricyclo[5.4.0.02,4]undeca-1(11),7,9-triene-8-carboxylic acid disodium salt [Na+].[Na+].O[B-]1([C@@H]2C[C@@H]2C2=CC=C(C(=C2C1)C(=O)O)OC1CN(C1)C(C[C@@H]1CNCCO1)=O)O.O[B-]1([C@@H]2C[C@@H]2C2=CC=C(C(=C2C1)C(=O)O)OC1CN(C1)C(C[C@@H]1CNCCO1)=O)O